ClC1=C(C=CC=C1B1OC(C(O1)(C)C)(C)C)NC(=O)C1=CC(=C(C=N1)CN1[C@@H](CCCC1)C(=O)OC)C1CC1 methyl (S)-1-((6-((2-chloro-3-(4,4,5,5-tetramethyl-1,3,2-dioxaborolan-2-yl)phenyl) carbamoyl)-4-cyclopropylpyridin-3-yl) methyl)piperidine-2-carboxylate